(1R-2S,5R)-2-chloromethyl-5-(4-fluorobenzyl)-2-methyl-1-(1H-1,2,4-triazol-1-ylmethyl)cyclopentanol ClC[C@@]1([C@@]([C@H](CC1)CC1=CC=C(C=C1)F)(O)CN1N=CN=C1)C